[(2R,3S,4R,5R)-5-[5-chloro-6-cyano-7-(3,3-difluoropyrrolidin-1-yl)imidazo[4,5-b]pyridin-3-yl]-3,4-dihydroxy-tetrahydrofuran-2-yl]methoxymethylphosphonic acid ClC1=C(C(=C2C(=N1)N(C=N2)[C@H]2[C@@H]([C@@H]([C@H](O2)COCP(O)(O)=O)O)O)N2CC(CC2)(F)F)C#N